O=C1O[C@@]2(C(N1CC(N1[C@@H](CCCC1)C1=CC=CC=C1)=O)=O)CCC1=CC(=CC=C12)NC(=O)NC 1-((S)-2',4'-dioxo-3'-(2-oxo-2-((S)-2-phenylpiperidin-1-yl)ethyl)-2,3-dihydrospiro[indene-1,5'-oxazolidine]-5-yl)-3-methylurea